(2-nitrophenyl)acrylic acid [N+](=O)([O-])C1=C(C=CC=C1)C(C(=O)O)=C